(R)-9-((5-(3-amino-3-((difluoromethoxy)methyl)piperidin-1-yl)-2-(3-fluorophenyl)pyridin-4-yl)methyl)-9H-purin-6-amine N[C@]1(CN(CCC1)C=1C(=CC(=NC1)C1=CC(=CC=C1)F)CN1C2=NC=NC(=C2N=C1)N)COC(F)F